FC=1C=CC2=C(NC(=NS2(=O)=O)NCC2=CC=CC(N2)=O)C1C(C)C1=C(C=CC=C1)F 6-(((6-fluoro-5-(1-(2-fluorophenyl)ethyl)-1,1-dioxido-4H-benzo[e][1,2,4]thiadiazin-3-yl)amino)methyl)pyridin-2(1H)-one